C(CCC)OC1=C(C=C(C(=C1)OC)C1=C(C(=C(C(=C1C)C1=C(C=C(C(=C1)C=O)OCCCC)OC)C)C1=CC(=C(C=C1OC)OCCCC)C=O)C)C=O Syn-(1'r,3's)-4,4''-dibutoxy-5'-(4-butoxy-5-formyl-2-methoxyphenyl)-6,6''-dimethoxy-2',4',6'-trimethyl-[1,1':3',1''-terphenyl]-3,3''-dicarbaldehyde